1-methyl-hexadecylpiperidine chloride [Cl-].CC(CCCCCCCCCCCCCCC)N1CCCCC1